C1(CCCCCC1)S[O-] cycloheptanesulfenate